C1[C@@H]([C@H](O[C@H]1N2C=NC3=C2N=CNC3=O)COP(=O)([O-])OP(=O)([O-])OP(=O)([O-])[O-])O The molecule is a 2'-deoxyribonucleoside 5'-triphosphate(4-) that is the tetraanion of 2'-deoxyinosine 5'-triphosphate(dITP), arising from deprotonation of the four free OH groups of the triphosphate; major species at pH 7.3. It has a role as a human metabolite and a Saccharomyces cerevisiae metabolite. It is a conjugate base of a dITP.